C(C)(C)(C)OC(=O)N1C([C@@]2(C[C@@H]2C1)COC(C1=CC=CC=C1)=O)=O.OC1=C2CN(C(C2=CC(=C1CCO)OC)=O)CCC1=CC=CC=C1 4-hydroxy-5-(2-hydroxyethyl)-6-methoxy-2-phenethyl-isoindolin-1-one tert-butyl-(1R,5S)-1-(benzoyloxymethyl)-2-oxo-3-azabicyclo-[3.1.0]hexane-3-carboxylate